4-Benzyl-1,4-oxazepan-6-one C(C1=CC=CC=C1)N1CCOCC(C1)=O